2-Fluoro-4-(1-(2-fluoro-4-(3-methoxypyrrolidin-1-yl)phenyl)-3-((R)-3-(methylamino)piperidin-1-carbonyl)-1H-pyrazol-5-yl)benzonitril FC1=C(C#N)C=CC(=C1)C1=CC(=NN1C1=C(C=C(C=C1)N1CC(CC1)OC)F)C(=O)N1C[C@@H](CCC1)NC